tert-butyl (5-methylisoxazol-3-yl)carbamate CC1=CC(=NO1)NC(OC(C)(C)C)=O